p-acetyl-phenylalanine C(C)(=O)C1=CC=C(C[C@H](N)C(=O)O)C=C1